2-chloro-5-(3-((4-Methoxybenzyl)oxy)quinolin-6-yl)-7-toluenesulfonyl-7H-pyrrolo[2,3-d]pyrimidin-4-amine ClC=1N=C(C2=C(N1)N(C=C2C=2C=C1C=C(C=NC1=CC2)OCC2=CC=C(C=C2)OC)S(=O)(=O)CC2=CC=CC=C2)N